1-(3-(aminomethyl)phenyl)-N-(5-(3-cyclopropyl-1-(2-oxopyridin-1(2H)-yl)propyl)-2-fluorophenyl)-3-(trifluoromethyl)-1H-pyrazole-5-carboxamide NCC=1C=C(C=CC1)N1N=C(C=C1C(=O)NC1=C(C=CC(=C1)C(CCC1CC1)N1C(C=CC=C1)=O)F)C(F)(F)F